NC=1N=NC(=CC1C1=CC=C(C=C1)N1CCN(CC1)CCC(=O)OC(C)(C)C)C1=C(C=CC=C1)O tert-butyl 3-(4-(4-(3-amino-6-(2-hydroxyphenyl)pyridazin-4-yl)phenyl)piperazin-1-yl)propanoate